CSC(C(=O)N1C(CCCC1)C=1NC=C(N1)C=1C=NC=NC1)C 2-(methylthio)-1-(2-(4-(pyrimidin-5-yl)-1H-imidazol-2-yl)piperidin-1-yl)propan-1-one